7-bromo-N-(2-(4,4-difluoropiperidin-1-yl)-6-methylpyrimidin-4-yl)-5-(6-Azaspiro[2.5]oct-6-yl)-2,3-dihydro-1H-indene-4-carboxamide BrC1=CC(=C(C=2CCCC12)C(=O)NC1=NC(=NC(=C1)C)N1CCC(CC1)(F)F)N1CCC2(CC2)CC1